CC1=CC=C(C=C1)S(=O)(=O)OC[C@H]1OC[C@@H](CC1)NS(N(C)CC)(=O)=O ((2S,5R)-5-((N-Ethyl-N-methylsulfamoyl)amino)tetrahydro-2H-pyran-2-yl)methyl 4-methylbenzenesulfonate